FS(=O)(=O)CCOC(COC=C)C 2-(fluorosulfonyl ethoxy)propyl-vinyl ether